[3-[6-{4-fluoro-3-methoxy-phenyl}-3-methyl-4,5-dihydro-3H-pyridazin-2-yl]-1,1-dioxo-1,2-benzothiazol-6-yl]boronic acid FC1=C(C=C(C=C1)C=1CCC(N(N1)C1=NS(C2=C1C=CC(=C2)B(O)O)(=O)=O)C)OC